C1(=CC=CC=C1)C(CC1([Se]CCCC1)C=1C=C(C=CC1)C)C1=C(C=C(C=C1OC)OC)OC (2-phenyl-2-(2,4,6-trimethoxyphenyl)ethyl)(m-tolyl)selenane